CSC=1SC2=C(NC(NC2=O)=O)N1 2-(methylthio)-4H,6H-[1,3]thiazolo[4,5-d]pyrimidine-5,7-dione